CC1=C(C=CC(=C1)NC=1C=2N(C=CN1)C(=CN2)C=2C(=NNC2)C(F)(F)F)C(=O)N2CCN(CC2)C(=O)[C@@H]2CNCC2 [2-methyl-4-[[3-[3-(trifluoromethyl)-1H-pyrazol-4-yl]imidazo[1,2-a]pyrazin-8-yl]amino]phenyl]-[4-[(3S)-pyrrolidine-3-carbonyl]piperazin-1-yl]methanone